(S)- and (R)-4-(2-((2-(6-(1-(2-methoxyethyl)-1H-pyrazol-4-yl)-1H-indol-3-yl)-2-oxo-1-phenylethyl)amino)ethyl)benzonitrile COCCN1N=CC(=C1)C1=CC=C2C(=CNC2=C1)C([C@H](C1=CC=CC=C1)NCCC1=CC=C(C#N)C=C1)=O |r|